C1(=CC=CC2=CC=CC=C12)OCC(CN)=CF 2-(1-naphthyloxymethyl)-3-fluoroallylamine